OCC(CO)CCCCO 2-(Hydroxymethyl)-hexan-1,6-diol